2-[2-(3-methoxy-1-bicyclo[1.1.1]pentanyl)pyrazolo[3,4-b]pyrazin-6-yl]-3-methyl-5-(trifluoromethyl)phenol COC12CC(C1)(C2)N2N=C1N=C(C=NC1=C2)C2=C(C=C(C=C2C)C(F)(F)F)O